(3aR,6R,6aR)-6-{[(tert-butyldiphenylsilyl)oxy]methyl}-2,2-dimethyl-tetrahydrocyclopenta[d][1,3]dioxol-4-one [Si](C1=CC=CC=C1)(C1=CC=CC=C1)(C(C)(C)C)OC[C@H]1CC([C@H]2[C@@H]1OC(O2)(C)C)=O